OC[C@@H]1C(C[C@@H](O1)C1=CN=C(NC1=O)CC(=O)N)=O (5-((2R,5R)-5-(hydroxymethyl)-4-oxotetrahydrofuran-2-yl)-6-oxo-1,6-dihydropyrimidin-2-yl)acetamide